1-(1-(4-((4-Fluorobenzyl)oxy)pyridin-2-yl)piperidin-4-yl)-3-(pyridin-3-yl)thiourea FC1=CC=C(COC2=CC(=NC=C2)N2CCC(CC2)NC(=S)NC=2C=NC=CC2)C=C1